C(=CCCCCCCCCCC)NCCCCN dodecenyl-butylenediamine